(S)-(5-(1-methyl-1H-pyrazol-3-yl)-1,3,4-oxadiazol-2-yl)(4-(7-(trifluoromethyl)pyrazolo[1,5-a]pyridin-2-yl)-6,7-dihydro-1H-imidazo[4,5-c]pyridin-5(4H)-yl)methanone CN1N=C(C=C1)C1=NN=C(O1)C(=O)N1[C@@H](C2=C(CC1)NC=N2)C2=NN1C(C=CC=C1C(F)(F)F)=C2